FC(OC=1C=C(C=CC1)N1C(N(C=2C1=NC=C(C2)C(=O)O)C2=CC=C(C=C2)F)=O)F 3-(3-difluoromethoxyphenyl)-1-(4-fluorophenyl)-2-oxo-2,3-dihydro-1H-imidazo[4,5-b]pyridine-6-carboxylic acid